C1(=CC=CC=C1)[C@]1([C@@]2(CC[C@H](C1)C2(C)C)C)OCCN(C)C |r| (1RS,2RS,4RS)-2-phenyl-2-(2'-dimethylaminoethoxy)-1,7,7-trimethylbicyclo[2.2.1]heptane